(2S)-4-hydroxypyrrolidine-2-carboxylic acid [7-(1-octylnonyloxy)-7-oxo-heptyl] ester C(CCCCCCC)C(CCCCCCCC)OC(CCCCCCOC(=O)[C@H]1NCC(C1)O)=O